FC(C(=O)O)(F)F.N1=C(C=CC=C1)NC(=N)N 1-(Pyridin-2-yl)guanidine 2,2,2-trifluoroacetate